O[C@@H]1CC[C@H](CC1)C(=O)N(CC12CCC(CC1)(CC2)C=2C=NC(=C(C2)C)OC)C2=NC=CC(=C2)C=2C=NN(C2)C(C)C trans-4-Hydroxy-N-(4-(1-isopropyl-1H-pyrazol-4-yl)pyridin-2-yl)-N-((4-(6-methoxy-5-methylpyridin-3-yl)bicyclo[2.2.2]octan-1-yl)methyl)cyclohexanecarboxamide